2-(1-(3-(2,6-dioxopiperidin-3-yl)-1-methyl-1H-indazol-6-yl)-4-hydroxypiperidin-4-yl)acetic acid O=C1NC(CCC1C1=NN(C2=CC(=CC=C12)N1CCC(CC1)(O)CC(=O)O)C)=O